α-hydroxypropionate OC(C(=O)[O-])C